6-((16-((6-carboxypyridin-2-yl)(4-isothiocyanatophenyl)methyl)-1,4,10,13-tetraoxa-7,16-diazacyclooctadecan-7-yl)methyl)picolinic acid C(=O)(O)C1=CC=CC(=N1)C(N1CCOCCOCCN(CCOCCOCC1)CC1=CC=CC(=N1)C(=O)O)C1=CC=C(C=C1)N=C=S